N-[(2-amino-3-chloroquinolin-7-yl)methyl]-N-(5-chloro-2-methanesulfonylpyridin-3-yl)pyridine-3-carboxamide NC1=NC2=CC(=CC=C2C=C1Cl)CN(C(=O)C=1C=NC=CC1)C=1C(=NC=C(C1)Cl)S(=O)(=O)C